FC(C(=O)O)(F)F.NC1=NC=CC(=C1)C[C@@H]1[C@H](N(C1=O)C(=O)N[C@H](C)C1=CC=CC=C1)C=NOC (2S,3R)-3-[(2-aminopyridin-4-yl)methyl]-2-[(methoxyimino)methyl]-4-oxo-N-[(1R)-1-phenylethyl]azetidine-1-carboxamide trifluoroacetate salt